3-(5-bromofuran-2-yl)-7-(2-fluoro-5-((4-oxo-3,4-dihydro-phthalazin-1-yl)methyl)benzoyl)-5,6,7,8-tetrahydroimidazo[1,2-a]pyrazine-2-carboxylic acid ethyl ester C(C)OC(=O)C=1N=C2N(CCN(C2)C(C2=C(C=CC(=C2)CC2=NNC(C3=CC=CC=C23)=O)F)=O)C1C=1OC(=CC1)Br